9,9-Bis(4-hydroxy-3-n-butylphenyl)fluorene OC1=C(C=C(C=C1)C1(C2=CC=CC=C2C=2C=CC=CC12)C1=CC(=C(C=C1)O)CCCC)CCCC